2,2-dimethyl-4-oxo-5-phenyl-N-(4-phenylbutyl)piperidine-1-carboxamide CC1(N(CC(C(C1)=O)C1=CC=CC=C1)C(=O)NCCCCC1=CC=CC=C1)C